C(C)N(S(=O)(=O)C1=CC=C(C=C1)S(=O)(=O)NC=1C=C(C(=O)OCC)C=CC1)CC ethyl 3-((4-(N,N-diethylsulfamoyl)phenyl) sulfonamido)benzoate